methyl 3-(4-((1-ethyl-3-phenyl-1H-indazol-6-yl)methoxy)phenyl)butanoate C(C)N1N=C(C2=CC=C(C=C12)COC1=CC=C(C=C1)C(CC(=O)OC)C)C1=CC=CC=C1